N,N-diethylaminoethyl acetylsalicylate C(C)(=O)OC=1C(C(=O)OCCN(CC)CC)=CC=CC1